OC(CN(CCCCSSCCN1CCN(CC1)CCOC(CCCN(CC(CCCCCCC(=O)OCCCC)O)CC(CCCCCCC(=O)OCCCC)O)=O)CC(CCCCCCC(OCCC(C)C)=O)O)CCCCCCC(=O)OCCC(C)C Dibutyl 9,9'-((4-(2-(4-(2-((4-(bis(2-hydroxy-9-(isopentyloxy)-9-oxononyl)amino)butyl)disulfaneyl)ethyl)piperazin-1-yl)ethoxy)-4-oxobutyl)azanediyl)bis(8-hydroxynonanoate)